benzoic acid, 4-methylphenyl ester C(C1=CC=CC=C1)(=O)OC1=CC=C(C=C1)C